(pyrrolidin-3-ylethynyl)-3H-imidazo[4,5-b]pyridine N1CC(CC1)C#CC1=NC=2C(=NC=CC2)N1